1-fluoro-12-(((2R,7aS)-2-fluorotetrahydro-1H-pyrrolizin-7a(5H)-yl) methoxy)-5a,6,7,8,9,10-hexahydro-5H-4-oxa-3,10a,11,13,14-pentaaza-6,9-methanonaphtho[1,8-ab]heptalene-14-carboxylate FC1=C2N=C(N=C3C2=C(OCC2C4CCC(CN32)N4C(=O)[O-])N=C1)OC[C@]14CCCN4C[C@@H](C1)F